N1CCNCC1 (2S)-piperazine